ClC=1C=C(COC2=C(C=C(CN3CC(C3)C(=O)NC)C=C2C)C)C=CC1Cl 1-(4-((3,4-dichlorobenzyl)oxy)-3,5-dimethylbenzyl)-N-methylazetidine-3-carboxamide